2-[(2-methylphenoxy)methyl]benzoyl cyanide CC1=C(OCC2=C(C(=O)C#N)C=CC=C2)C=CC=C1